[Al].[Al].C(C1=CC=CC=C1)=CC(=O)C=CC1=CC=CC=C1.C(C1=CC=CC=C1)=CC(=O)C=CC1=CC=CC=C1.C(C1=CC=CC=C1)=CC(=O)C=CC1=CC=CC=C1 tris(dibenzylideneacetone) dialuminum